C(C)(=O)NC=1C=C(C=CC1)CCNC(=O)C=1N=C(SC1)C#C N-(3-acetamidophenyl-ethyl)-2-ethynyl-thiazole-4-carboxamide